N-(4-bromo-5-fluoro-2-formylphenyl)-2,2,2-trichloroacetamide BrC1=CC(=C(C=C1F)NC(C(Cl)(Cl)Cl)=O)C=O